ClCCCCCCCCC(OCCCCCC)OCCCCCC 9-chloro-1,1-dihexoxynonane